N-(1-(4-chlorophenyl)-4-(4,5-dihydro-oxazol-2-yl)-1H-pyrazol-5-yl)-3-fluorobenzamide ClC1=CC=C(C=C1)N1N=CC(=C1NC(C1=CC(=CC=C1)F)=O)C=1OCCN1